3-ethyl-8-fluoro-2-oxo-1,2-dihydro-1,6-naphthyridine-7-carboxylic acid methyl ester COC(=O)C1=NC=C2C=C(C(NC2=C1F)=O)CC